COC(=O)C=1C=CC2=C(OC[C@H]3N2CCNC3)C1 (S)-1,2,3,4,4a,5-Hexahydrobenzo[b]pyrazino[1,2-d][1,4]oxazine-8-carboxylic acid methyl ester